N1=CC(=CC=C1)CCNC(C1=CC=C(C=C1)S(NC1=CC(=CC=C1)OC(F)(F)F)(=O)=O)=O N-[2-(pyridin-3-yl)ethyl]-4-{[3-(trifluoromethoxy)phenyl]sulfamoyl}benzamide